CN1C2=C(OC[C@@H](C1=O)NC(=O)C1=NNC(=C1)C1(CC1)C1=CC=CC=C1)C=CC=C2 (S)-N-(5-methyl-4-oxo-2,3,4,5-tetrahydrobenzo[b][1,4]oxazepin-3-yl)-5-(1-phenylcyclopropyl)-1H-pyrazole-3-carboxamide